2-amino-6-borono-2-(3-(methyl(naphthalen-2-ylmethyl)amino)propyl)hexanoic acid NC(C(=O)O)(CCCCB(O)O)CCCN(CC1=CC2=CC=CC=C2C=C1)C